1-methanesulfonylcyclopropanecarbonitrile CS(=O)(=O)C1(CC1)C#N